tert-butyl (R)-4-(5-((6-(1H-imidazol-1-yl)pyridin-3-yl)ethynyl)pyrimidin-2-yl)-2-(methoxymethyl)piperazine-1-carboxylate N1(C=NC=C1)C1=CC=C(C=N1)C#CC=1C=NC(=NC1)N1C[C@@H](N(CC1)C(=O)OC(C)(C)C)COC